C(C1=CC=CC=C1)OC(NC[C@@H]1OC(N2[C@@H]1COC1=C2C=CC(=C1)S(=O)(=O)N1CCNCC1)=O)=O.C[N+](C)(C)CC1=CC=C(C=C1)C=C N,N,N-trimethyl-(1-(4-vinyl-phenyl))methyl-ammonium Benzyl-N-[[trans-1-oxo-7-piperazin-1-ylsulfonyl-3a,4-dihydro-3H-oxazolo[4,3-c][1,4]benzoxazin-3-yl]methyl]carbamate